4-acetyl-N-(4-fluorobenzyl)-1H-pyrrole-2-carboxamide C(C)(=O)C=1C=C(NC1)C(=O)NCC1=CC=C(C=C1)F